C(#N)C=1C=C(C=CC1F)NC(=O)NC1COCC=2NC(C=3C=C(C(=CC3C21)F)F)=O 1-(3-cyano-4-fluorophenyl)-3-(8,9-difluoro-6-oxo-1,4,5,6-tetrahydro-2H-pyrano[3,4-c]isoquinolin-1-yl)urea